OC=1C=C(OC(C(=O)O)(C)C)C=CC1C(\C=C\C1=CC(=CC=C1)O)=O 2-[3-Hydroxy-4-[(E)-3-(3-hydroxyphenyl)prop-2-enoyl]phenoxy]-2-methylpropanoic acid